2-(1-methyl-2-oxabicyclo[2.1.1]hexan-4-yl)imidazo[1,2-a]pyrazine CC12OCC(C1)(C2)C=2N=C1N(C=CN=C1)C2